CNCC1=CC(=CC=C1)C=1C2=C(N=C(N1)N1[C@H](CC1)C)CCC2 N-methyl-1-[3-[2-[(2S)-2-methylazetidin-1-yl]-6,7-dihydro-5H-cyclopenta[d]pyrimidin-4-yl]phenyl]methanamine